3-isopropylpropyltrimethoxysilane C(C)(C)CCC[Si](OC)(OC)OC